(2-fluoro-6-(2H-1,2,3-triazol-2-yl)phenyl)methanone FC1=C(C(=CC=C1)N1N=CC=N1)C=O